C(N)(OC(CCCCNCCCN)(C)C)=O [3-(3-amino-propylamino) propyl]-tert-butyl carbamate